4-AMINO-5-METHYLPYRIDONE NC1=CC(NC=C1C)=O